BrC1=CC(=NC=C1)OCCOCCOCCNC(OC(C)(C)C)=O tert-butyl (2-(2-(2-((4-bromo-pyridin-2-yl)oxy)ethoxy)ethoxy) ethyl)carbamate